tert-Butyl N-[6-(2,5-dioxo-2,5-dihydro-1H-pyrrol-1-yl)hexanoyl]glycylglycyl-L-phenylalaninate O=C1N(C(C=C1)=O)CCCCCC(=O)NCC(=O)NCC(=O)N[C@@H](CC1=CC=CC=C1)C(=O)OC(C)(C)C